3-(3-(2-((4-aminocyclohexyl)amino)-5-fluoropyrimidin-4-yl)phenyl)oxazolidin-2-one NC1CCC(CC1)NC1=NC=C(C(=N1)C=1C=C(C=CC1)N1C(OCC1)=O)F